C(CCCC)OCOC=CCCCCC(OCC)OCC diethoxyheptenyl pentoxymethyl ether